2-hydroxy-3-Butenoic acid OC(C(=O)O)C=C